1-(4-bromo-3-methoxyphenyl)ethan-1-one BrC1=C(C=C(C=C1)C(C)=O)OC